4-(((3R,4R)-1-((benzyloxy)carbonyl)-3-(4-cyanophenyl)piperidin-4-yl)methyl)-5,7-dimethyl-1H-indole-1-carboxylic acid tert-butyl ester C(C)(C)(C)OC(=O)N1C=CC2=C(C(=CC(=C12)C)C)C[C@H]1[C@@H](CN(CC1)C(=O)OCC1=CC=CC=C1)C1=CC=C(C=C1)C#N